tert-butyl 2-hydroxy-3-(trifluoromethyl)-5,8-dihydro-1,7-naphthyridine-7(6H)-carboxylate OC1=NC=2CN(CCC2C=C1C(F)(F)F)C(=O)OC(C)(C)C